3-chloro-4-(methoxyl)benzaldehyde ClC=1C=C(C=O)C=CC1OC